C(C=C)C#C[NH-] N-(2-allylethynyl)amide